(1,2-cyclohexanediamine) platinum (II) dihydrate O.O.[Pt+2].C1(C(CCCC1)N)N